N1CCCC2CC3=C(CC12)C=CC(=C3)O 1,2,3,4,4a,5,10,10a-octahydrobenzo[g]quinolin-7-ol